butylene glycol bis-trimellitate C(C=1C(C(=O)O)=CC(C(=O)O)=CC1)(=O)O.C(C=1C(C(=O)O)=CC(C(=O)O)=CC1)(=O)O.C(CCCO)O